C(C)(=O)C1=CN(C=2C=C3C(=CC12)NC1(CO3)COC1)CC(=O)N1[C@@H]3C[C@@]3(C[C@H]1C(=O)NC1=NC(=CC=C1C)Br)C (1R,3S,5R)-2-(2-(8'-acetyl-3'H-spiro[oxetane-3,2'-[1,4]oxazino[3,2-f]indole]-6'(1'H)-yl)acetyl)-N-(6-bromo-3-methylpyridin-2-yl)-5-methyl-2-azabicyclo[3.1.0]hexane-3-carboxamide